NC1=C2N(C(N(C2=NC=N1)[C@H]1CN(CC1)C(C#CC)=O)=O)C1=CC=C(C=C1)OC1=CC(=C(C=C1)Cl)Cl 6-amino-9-[(3R)-1-(2-butynoyl)-3-pyrrolidinyl]-7-[4-(3,4-dichlorophenoxy)phenyl]-7,9-dihydro-8H-purin-8-one